3-hydroxyethyl-2-mercapto-5-methylthiadiazole OCCN1N(SC(=C1)C)S